C(C1=CC=CC=C1)N(C1CC1)C1C2=C(N(N=C2CCC1)C1=NC=CC=C1)O (Benzylcyclopropylamino)-2-pyridin-2-yl-4,5,6,7-tetrahydro-2H-indazol-3-ol